C(C=C)C1=CC(=C(C=C1)O)Br 4-allyl-2-bromophenol